2-chloro-N-[(3R,4S)-1-(4,4-difluorocyclohexanecarbonyl)-4-fluoropyrrolidin-3-yl]benzamide ClC1=C(C(=O)N[C@@H]2CN(C[C@@H]2F)C(=O)C2CCC(CC2)(F)F)C=CC=C1